C(#N)C1=CC(=C(C=C1)C=1C2=CC=CC=C2N=C2C=CC=CC12)C1=CC=CC=C1 9-(p-cyanophenylphenyl)acridine